NCC(=O)NC=1C=C2N=C(C=3N(C2=CC1)C=CC3)C3=CC=C(C=C3)C(C)(C)C 2-amino-N-(4-(4-(tert-butyl)phenyl)pyrrolo[1,2-a]quinoxalin-7-yl)acetamide